N-(2-(6,7-dimethoxyquinazolin-4-yl)-2-azaspiro[3.3]heptan-6-yl)methanesulfonamide COC=1C=C2C(=NC=NC2=CC1OC)N1CC2(C1)CC(C2)NS(=O)(=O)C